tert-butyl 4-(4-((3-(4-(difluoromethoxy)phenyl)imidazo[1,2-a]pyrazin-8-yl)amino)-2-methylbenzoyl)piperazine-1-carboxylate FC(OC1=CC=C(C=C1)C1=CN=C2N1C=CN=C2NC2=CC(=C(C(=O)N1CCN(CC1)C(=O)OC(C)(C)C)C=C2)C)F